1-((1R,5S,6s)-6-((4-amino-7-(2-methoxyethyl)-5-(4-phenoxyphenyl)-7H-pyrrolo[2,3-d]pyrimidin-6-yl)ethynyl)-3-azabicyclo[3.1.0]hexan-3-yl)prop-2-en-1-one NC=1C2=C(N=CN1)N(C(=C2C2=CC=C(C=C2)OC2=CC=CC=C2)C#CC2[C@@H]1CN(C[C@H]21)C(C=C)=O)CCOC